C(C)(C)[Sn](O)(O)O Iso-Propyltin Hydroxide